FC1=CC=C(C=C1)C1=C(C=C(C2=C1C=C1C=NNC1=C2)N=S(=O)(C)C)CCO ((5-(4-fluorophenyl)-6-(2-hydroxyethyl)-1H-benzo[f]indazol-8-yl)imino)dimethyl-λ6-sulfanone